N-((S)-1-(4-(4-methylthiazol-5-yl)phenyl)ethyl)pyrrolidine-2-carboxylic acid CC=1N=CSC1C1=CC=C(C=C1)[C@H](C)N1C(CCC1)C(=O)O